3-(6-((6-(oxetane-3-yl)-5,6,7,8-tetrahydro-1,6-naphthyridin-2-yl)methoxy)-[1,2,4]triazolo[4,3-b]pyridazin-3-yl)-5-(trifluoromethyl)isoxazole O1CC(C1)N1CC=2C=CC(=NC2CC1)COC=1C=CC=2N(N1)C(=NN2)C2=NOC(=C2)C(F)(F)F